(1-aminoethyl)-6-(1-methylcyclopropyl)pyridin-4-amine NC(C)C1=NC(=CC(=C1)N)C1(CC1)C